N1C(NC2=C1C=CC=C2)=O 2,3-dihydro-1H-benzimidazol-2-one